Cl.N1N=CC(=C1)C=1C=CC(=C(C1)O)C1=CC2=C(N=N1)C(=CS2)C=2CCNCC2 5-(1H-pyrazol-4-yl)-2-[7-(1,2,3,6-tetrahydropyridin-4-yl)thieno[3,2-c]pyridazin-3-yl]phenol hydrochloride